(1-(benzenesulfonyl)-1H-pyrrolo[3,2-c]pyridin-2-yl)methylamine hydrochloride Cl.C1(=CC=CC=C1)S(=O)(=O)N1C(=CC=2C=NC=CC21)CN